C(#N)N=C(N(C)C)N cyano-N,N-dimethylguanidine